OC1=CC=C(C=C1)C(C)(C)NC(OC(C)(C)C)=O tert-butyl (2-(4-hydroxyphenyl)-propan-2-yl)carbamate